methyl (S)-3-cyclopropyl-2-(2-((2-fluorophenyl)amino)-2-oxoacetamido)propanoate C1(CC1)C[C@@H](C(=O)OC)NC(C(=O)NC1=C(C=CC=C1)F)=O